F[C@@H]1CN(CC1)CCN(C(=O)[C@@H]1[C@@H](N(CCC1)C(=O)OC(C)(C)C)C(=O)OC)C tert-butyl O2-methyl (2R,3S)-3-[2-[(3S)-3-fluoropyrrolidin-1-yl]ethyl-methyl-carbamoyl]piperidine-1,2-dicarboxylate